COC(=O)C=1C=CC=C2C=CNC12 1H-indole-7-carboxylic acid methyl ester